C(C)OC(\C=C\1/CN(CCOC1)C(=O)OC(C)(C)C)=O Tert-butyl (E)-6-(2-ethoxy-2-oxoethylidene)-1,4-oxazepane-4-carboxylate